CCC(CC)C1=C(SC=C1)C(=O)N (pentan-3-yl)thiophene-2-carboxamide